NC1=C(N=CC(=N1)N1CC2C(C2CC1)(C1=NC=CC=C1)CNC(OCC1=CC=CC=C1)=O)SC=1C(=NC=CC1)C(F)(F)F benzyl ((3-(6-amino 5-((2-(trifluoromethyl)pyridin-3-yl)thio)pyrazin-2-yl)-7-(pyridin-2-yl)-3-azabicyclo[4.1.0]heptan-7-yl)methyl)carbamate